hydroxy-6-chloroquinoxaline OC1=NC2=CC=C(C=C2N=C1)Cl